C1(CC1)C(C1OC2=C(C(=NC(=C2)S(=O)(=O)C)C2=CN(C3=CN=C(C=C32)NC(C)=O)C([2H])([2H])[2H])OC1)(F)F N-(3-(2-(cyclopropyldifluoromethyl)-7-(methylsulfonyl)-2,3-dihydro-[1,4]dioxino[2,3-c]pyridin-5-yl)-1-(methyl-d3)-1H-pyrrolo[2,3-c]pyridin-5-yl)acetamide